ClC=1C=C2CCN(CC2=C(C1)[C@H]1N(CCC1)C(=O)OC(C)(C)C)C(=O)C=1C(=NN(C1)C(C)C)C(F)(F)F tert-butyl (S)-2-[6-chloro-2-[1-isopropyl-3-(Trifluoromethyl)-1H-pyrazole-4-carbonyl]-1,2,3,4-tetrahydroisoquinolin-8-yl]pyrrolidine-1-carboxylate